COC=1C=CC(=NC1)C=1N=C(SC1)NC1=C(C=C(C=N1)C1=CC=C(C(=O)O)C=C1)C 4-(6-(4-(5-methoxypyridin-2-yl)thiazol-2-ylamino)-5-methylpyridin-3-yl)benzoic acid